5-(2-Trifluoromethyl-3-phenothiazinylideneamino)isophthalic acid FC(C1=CC2=NC3=CC=CC=C3SC2=CC1=NC=1C=C(C=C(C(=O)O)C1)C(=O)O)(F)F